((trifluoromethylsulfonyl)oxy)piperidine-1-carboxylate FC(S(=O)(=O)OC1N(CCCC1)C(=O)[O-])(F)F